Diethyl 4,4'-(hexane-1,6-diylbis(azanediyl))bis(4-oxobut-2-ynoate) C(CCCCCNC(C#CC(=O)OCC)=O)NC(C#CC(=O)OCC)=O